bis[2-(3-oxetanyl) butyl] ether O1CC(C1)C(COCC(CC)C1COC1)CC